ClC1=C(C=NN(C1=O)C1OCCCC1)N1CC2=C(C[C@H]1C)N(N=C2C(=O)OCC)CC2=C(C=CC=C2)C(F)(F)F ethyl (6R)-5-[5-chloro-1-(oxan-2-yl)-6-oxo-1,6-dihydropyridazin-4-yl]-6-methyl-1-[[2-(trifluoromethyl)phenyl]methyl]-1H,4H,5H,6H,7H-pyrazolo[4,3-c]pyridine-3-carboxylate